FC1=CC2=C(C(N(CCO2)C=2C=NC=CC2C)=O)C=C1 8-fluoro-4-(4-methyl-3-pyridinyl)-3,4-dihydrobenzo[f][1,4]oxazepine-5(2H)-one